C1(CCC2=CC=CC=C12)NC(\C=C\C1=CC=C2C(=NNC2=C1)C)=O (E)-N-(2,3-dihydro-1H-inden-1-yl)-3-(3-methyl-1H-indazol-6-yl)acrylamide